2-(6-chloro-4-methoxy-1H-indole-2-carbonyl)-2-azaspiro[4.5]decane-3-carboxamide ClC1=CC(=C2C=C(NC2=C1)C(=O)N1CC2(CC1C(=O)N)CCCCC2)OC